(n-propylcyclopentadienyl)(n-butylcyclopentadienyl)hafnium C(CC)C1(C=CC=C1)[Hf]C1(C=CC=C1)CCCC